2,2'-[1,5,9-triazacyclododecane-1,5-diyl-bis(methylene)]bis(2-hydroxy-5-methylbenzamide) N1(CCCN(CCCNCCC1)CC1(C(C(=O)N)C=C(C=C1)C)O)CC1(C(C(=O)N)C=C(C=C1)C)O